2-tert-butoxycarbonyl-5,7-dichloro-1,2,3,4-tetrahydroisoquinoline-6-formic acid C(C)(C)(C)OC(=O)N1CC2=CC(=C(C(=C2CC1)Cl)C(=O)O)Cl